CN1N=CC(=C1)C1=NC=2C(=NC=CC2C=2C=C3CCC[C@@H](C3=CC2)NC(=O)C2=NC(=NO2)C(C)(C)C)N1 3-tert-Butyl-[1,2,4]oxadiazole-5-carboxylic acid {(S)-6-[2-(1-methyl-1H-pyrazol-4-yl)-3H-imidazo[4,5-b]pyridin-7-yl]-1,2,3,4-tetrahydro-naphthalen-1-yl}-amide